(3R)-3-[3-thiazol-2-yl-1-(2-trimethylsilylethoxymethyl)pyrrolo[2,3-b]pyridin-4-yl]oxypiperidine-1-carboxylic acid tert-butyl ester C(C)(C)(C)OC(=O)N1C[C@@H](CCC1)OC1=C2C(=NC=C1)N(C=C2C=2SC=CN2)COCC[Si](C)(C)C